(2-(trifluoromethyl)pyridin-4-yl)methanamine FC(C1=NC=CC(=C1)CN)(F)F